3-[[[(3-amino-1-methylpropoxy)carbonyl]oxy]methyl]-2-methyl-1-[(2,3,4,9-tetrahydro-9-methyl-4-oxo-1H-carbazol-3-yl)methyl]-1H-imidazolium chloride hydrochloride Cl.[Cl-].NCCC(OC(=O)OC[N+]1=C(N(C=C1)CC1CCC=2N(C3=CC=CC=C3C2C1=O)C)C)C